N-[[3-fluoro-4-[5-(trifluoromethyl)-1,2,4-oxadiazol-3-yl]phenyl]methyl]propane-1-sulfonamide FC=1C=C(C=CC1C1=NOC(=N1)C(F)(F)F)CNS(=O)(=O)CCC